C1=C(C=CC2=CC=CC=C12)N(C1=CC=CC=C1)C1=C(C(=C(C=C1)N(C1=CC=CC=C1)C1=CC=CC=C1)N(C1=CC2=CC=CC=C2C=C1)C1=CC=CC=C1)N(C1=CC2=CC=CC=C2C=C1)C1=CC=CC=C1 tris(N-(naphthalen-2-yl)-N-phenyl-amino)triphenylamine